COCC(CCC(C)C)(C)COC 1-methoxy-2-(methoxymethyl)-2,5-dimethylhexane